(5,5,8,8-tetramethyl-6,7-dihydro-1H-cyclopenta[b]naphthalen-1-yl)lithium (i) CC1(C=2C=C3C(=CC2C(CC1)(C)C)C(C=C3)[Li])C